N-(3,5-bis(trifluoromethyl)phenyl)-4-fluorobenzo[d]isothiazol-1,1-dioxide FC(C=1C=C(C=C(C1)C(F)(F)F)N1S(C2=C(C1)C(=CC=C2)F)(=O)=O)(F)F